3,4,5-trifluoro-2-(2-pyridyl)phenyl-(2-carboxypyridyl)iridium FC=1C(=C(C=C(C1F)F)[Ir]C=1C(=NC=CC1)C(=O)O)C1=NC=CC=C1